(S)-(3-((6-(1-phenylethoxy)pyrazin-2-yl)amino)-1H-pyrazol-5-yl)methanol C1(=CC=CC=C1)[C@H](C)OC1=CN=CC(=N1)NC1=NNC(=C1)CO